(3R*,5R*)-5-(2-(((1SR,4SR)-4-(((R)-1-methoxypropan-2-yl)amino)cyclohexyl)amino)pyrimidin-5-yl)tetrahydrofuran-3-yl ((S)-sec-butyl)carbamate [C@H](C)(CC)NC(O[C@H]1CO[C@H](C1)C=1C=NC(=NC1)NC1CCC(CC1)N[C@@H](COC)C)=O |o1:7,10|